(S)-5-(Azetidin-2-ylmethoxy)-2-methyl-N-(1-(7-(6-oxo-1,6-dihydropyridin-3-yl)quinolin-5-yl)cyclopropyl)benzamide N1[C@@H](CC1)COC=1C=CC(=C(C(=O)NC2(CC2)C2=C3C=CC=NC3=CC(=C2)C2=CNC(C=C2)=O)C1)C